CN1N=NC2=C1C=C(C=C2)C=2C1=C(NN2)C2=C(C1)SC(=C2)C2=CC=C(CN1CCOCC1)C=C2 4-(4-(3-(1-methyl-1H-benzo[d][1,2,3]triazol-6-yl)-1,4-dihydrothieno[2',3':4,5]cyclopenta[1,2-c]pyrazol-6-yl)benzyl)morpholine